ClC1=NC=CC(=C1C#N)NC=1C=CC2=C(N(C(N2C)=O)CCC(C)NC(OC(C)(C)C)=O)C1 tert-Butyl N-[3-[6-[(2-chloro-3-cyano-4-pyridyl)amino]-3-methyl-2-oxo-benzimidazol-1-yl]-1-methyl-propyl]carbamate